NC1=NC=2CCCCC2C2=C1N=C(N2CCCCC2(CC=C(C=C2)F)S(=O)(=O)N)CCOC 1-{4-[4-amino-2-(2-methoxyethyl)-6,7,8,9-tetrahydro-1H-imidazo[4,5-c]quinolin-1-yl]butyl}-4-fluoro-1-benzenesulfonamide